CNC(C1=C(C=CC=C1)C1=NC(=NC(=C1)C(F)(F)F)SC)=O N-methyl-2-(2-(methylthio)-6-(trifluoromethyl)pyrimidin-4-yl)benzamide